tert-Butyl (S)-3-((1-(5-(Benzhydrylamino)pyridin-2-yl)-2,2,2-trifluoroethyl)(methyl)carbamoyl)azetidine-1-carboxylate C(C1=CC=CC=C1)(C1=CC=CC=C1)NC=1C=CC(=NC1)[C@@H](C(F)(F)F)N(C(=O)C1CN(C1)C(=O)OC(C)(C)C)C